C12C3C(NCC3C(CC1)C2)C(=O)N 4-azatricyclo[5.2.1.0{2,6}]decane-3-carboxamide